N-[3-fluoro-4-(1,5-naphthyridin-4-yloxy)phenyl]-1-(5-fluoropyridin-2-yl)-6-methyl-2-oxopyridine-3-carboxamide FC=1C=C(C=CC1OC1=CC=NC2=CC=CN=C12)NC(=O)C=1C(N(C(=CC1)C)C1=NC=C(C=C1)F)=O